BrC1=C(C=C(S1)C(=O)OC)C1=NC=C(C=N1)F methyl 5-bromo-4-(5-fluoropyrimidin-2-yl)thiophene-2-carboxylate